1-[4-(dibutylaminomethylmethoxymethylsilyl)phenyl]-1-phenylethylene C(CCC)N(CCCC)C[SiH](C1=CC=C(C=C1)C(=C)C1=CC=CC=C1)COC